ClC1=CC(=C(OCC=2C=NC=C(C#N)C2)C=C1OCC=1C(=C(C=CC1)C1=C(C(=CC=C1)C1=CC=C(C=C1)OCC=O)C)C)CN1C[C@@H](CC1)O (R)-5-((4-chloro-5-((2,2'-dimethyl-4''-(2-oxoethoxy)-[1,1':3',1''-terphenyl]-3-yl)methoxy)-2-((3-hydroxypyrrolidin-1-yl)methyl)phenoxy)methyl)nicotinonitrile